tert-Butyl 4-[3-[(5-[5-methylpyrido[4,3-b]indol-7-yl]pyridin-2-yl)oxy]azetidin-1-yl]piperidine-1-carboxylate CN1C2=C(C=3C=CC(=CC13)C=1C=CC(=NC1)OC1CN(C1)C1CCN(CC1)C(=O)OC(C)(C)C)C=NC=C2